C(C)OC(=O)N(C1C2CCC(C1C1=CC=CC=C1)C2)CC N-Ethoxycarbonyl-N-ethyl-3-phenylbicyclo[2.2.1]heptan-2-amine